2-(thiazol-5-yl)cyclopentan-1-ol S1C=NC=C1C1C(CCC1)O